Methyl (1-cyclopropylmethyl-1H-indazol-6-yl)carboxylate C1(CC1)CN1N=CC2=CC=C(C=C12)C(=O)OC